FC1(C(=C(C(C(C1(F)F)(F)F)(F)F)C(C(F)(F)F)(C(C(C(C(F)(F)F)(F)F)(F)F)(F)F)F)C(C(F)(F)F)(C(C(C(C(F)(F)F)(F)F)(F)F)(F)F)F)F 3,3,4,4,5,5,6,6-octafluoro-1,2-bis(perfluorohex-2-yl)cyclohex-1-ene